O=C1NC(CCC1N1C(OC2=C1C=CC(=C2)N2CCC(CC2)CN2CCC(CC2)(O)CC(=O)O)=O)=O 2-(1-((1-(3-(2,6-dioxopiperidin-3-yl)-2-oxo-2,3-dihydrobenzo[d]oxazol-6-yl)piperidin-4-yl)methyl)-4-hydroxypiperidin-4-yl)acetic acid